O[C@H](C\C=C/C\C=C/CCC(=O)O)\C=C\C=C\C=C/[C@H](C\C=C/CC)O (4Z,7Z,10R,11E,13E,15Z,17S,19Z)-10,17-dihydroxydocosa-4,7,11,13,15,19-hexaenoic acid